tert-butyl (S)-3-((methyl(neopentyl)amino)methyl)pyrrolidine-1-carboxylate CN(CC(C)(C)C)C[C@H]1CN(CC1)C(=O)OC(C)(C)C